N,N-bis-hydroxyethyl-p-methyl-benzenesulfonamide OCCN(S(=O)(=O)C1=CC=C(C=C1)C)CCO